C(C)(C)(C)N=[Ta](N(C)C)(N(C)C)N(C)C (tertbutylimino)tris(dimethylamino)tantalum